C1(CC1)N1N=CC(=C1)C=1C=CC(=C(C1)O)C1=NC=C(N=C1)N(C)[C@H]1[C@H]([C@@H]2CC[C@H](C1)N2)F 5-(1-cyclopropyl-1H-pyrazol-4-yl)-2-(5-{[(1S,2S,3R,5R)-2-fluoro-8-azabicyclo[3.2.1]octan-3-yl](methyl)amino}pyrazin-2-yl)phenol